2-bromo-6-tert-butyl-5H-pyrrolo[2,3-b]pyrazine BrC=1N=C2C(=NC1)NC(=C2)C(C)(C)C